Cl.CN1C(OC2=C1C=CC(=C2)C2C[C@H](NCC2)C)=O 3-methyl-6-[(2R)-2-methyl-4-piperidinyl]-1,3-benzoxazol-2-one hydrochloride